1-methoxy-2-methyl-4-(2,2,2-trifluoro-1,1-dimethyl-ethyl)benzene COC1=C(C=C(C=C1)C(C(F)(F)F)(C)C)C